O(P([O-])(=O)OP(=O)([O-])[O-])OC(C=C)=O acryloyloxy pyrophosphate